8-[(3R)-3-aminopiperidine-1-yl]-7-(buta-2-yne-1-yl)-3-methyl-1-[(4-methylquinazoline-2-yl)methyl]-3,7-dihydro-1H-purine-2,6-dione N[C@H]1CN(CCC1)C1=NC=2N(C(N(C(C2N1CC#CC)=O)CC1=NC2=CC=CC=C2C(=N1)C)=O)C